methyl 6-(nitrooxy)hexanoate [N+](=O)([O-])OCCCCCC(=O)OC